O=C1CCC(CC1)C1CCN(CC1)C(=O)OC(C)(C)C tert-butyl 4-(4-oxocyclohexyl)piperidine-1-carboxylate